N[C@@H]1C2=CC=CC=C2CC12CCN(CC2)C=2NC(C1=C(N2)NN=C1C1(CC1)C1=CC(=NC=C1)C(F)(F)F)=O (S)-6-(1-amino-1,3-dihydrospiro[indene-2,4'-piperidin]-1'-yl)-3-(1-(2-(trifluoromethyl)pyridin-4-yl)cyclopropyl)-1,5-dihydro-4H-pyrazolo[3,4-d]pyrimidin-4-one